P(=O)(OC)(OC)OC(C)(C)OC1=CC(=CC(=C1C1CCCC(=C1)C)OC(C)(C)OP(=O)(OC)OC)CCCCC tetramethyl (((5'-methyl-4-pentyl-1',2',3',4'-tetrahydro-[1,1'-biphenyl]-2,6-diyl)bis(oxy))bis(propane-2,2-diyl)) bis(phosphate)